7-[3-(4-acetyl-3-hydroxy-2-propylphenoxy)-2-hydroxypropoxy]-4-keto-8-propyl-4H-1-benzopyran-2-carboxylic acid C(C)(=O)C1=C(C(=C(OCC(COC2=C(C3=C(C(C=C(O3)C(=O)O)=O)C=C2)CCC)O)C=C1)CCC)O